2-(1-methoxy-2,3-dihydro-1H-inden-5-yl)-4,4,5,5-tetramethyl-1,3,2-dioxaborolane COC1CCC2=CC(=CC=C12)B1OC(C(O1)(C)C)(C)C